C(C)(C)(C)C1=NN(C(=C1)NC(=O)NC1=C(C=C(C=C1)OC1=CC=NC=2NC(C=NC21)=O)C(C)C)C2=CC=CC=C2 1-(3-(tert-butyl)-1-phenyl-1H-pyrazol-5-yl)-3-(2-isopropyl-4-((3-oxo-3,4-dihydropyrido[2,3-b]pyrazin-8-yl)oxy)phenyl)urea